2,2-di(oxiran-2-yl)propanoyl chloride O1C(C1)C(C(=O)Cl)(C)C1OC1